5-fluoro-6-methoxy-1-(4-nitrophenyl)-1H-indazole FC=1C=C2C=NN(C2=CC1OC)C1=CC=C(C=C1)[N+](=O)[O-]